ClC1=CC(=C(CN2CC3(CC2(C)C)CCN(CC3)C(=O)OC(C(F)(F)F)C(F)(F)F)C=C1)N1CCOCC1 1,1,1,3,3,3-Hexafluoropropan-2-yl 2-(4-chloro-2-morpholinylbenzyl)-3,3-dimethyl-2,8-diazaspiro[4.5]decane-8-carboxylate